C[Si](CCOCN1C=NC(=C1)C(=O)OCC)(C)C ethyl 1-(2-trimethylsilylethoxymethyl)imidazole-4-carboxylate